2-(aminomethyl)-5-methylPyrazine NCC1=NC=C(N=C1)C